N,9-diphenylcarbazole-3-amine C1(=CC=CC=C1)NC=1C=CC=2N(C3=CC=CC=C3C2C1)C1=CC=CC=C1